4-(6-amino-N-hydroxyhexanamido)butanoic acid NCCCCCC(=O)N(O)CCCC(=O)O